NCCCCN(C=1SC(=C(N1)C(=O)O)CCCOC1=C(C=C(C=C1)C#CCNC)F)C=1N=NC(=C(C1)C)NC=1SC2=C(N1)C=CC=C2 2-[(4-aminobutyl){6-[(1,3-benzothiazol-2-yl)amino]-5-methylpyridazin-3-yl}amino]-5-(3-{2-fluoro-4-[3-(methylamino)prop-1-yn-1-yl]phenoxy}propyl)-1,3-thiazole-4-carboxylic acid